N1=C(C=CC=C1)C=1N=C(C2=C(N1)SC=C2C2=CC=NC=C2)NCC2=CC=C(C=C2)S(=O)(=O)N 4-(((2-(Pyridin-2-yl)-5-(pyridin-4-yl)thieno[2,3-d]pyrimidin-4-yl)amino)methyl)-benzenesulfonamide